(4-chloro-3-nitrophenyl)sulfonamide ClC1=C(C=C(C=C1)S(=O)(=O)N)[N+](=O)[O-]